(S)-3-((R)-1,1-dimethylethylsulfonamido)-3-(3-(o-tolyloxy)phenyl)propanoic acid ethyl ester C(C)OC(C[C@@H](C1=CC(=CC=C1)OC1=C(C=CC=C1)C)NS(=O)(=O)C(C)(C)C)=O